5-(4-chlorophenyl)-N-(5-fluoro-1H-indol-3-yl)isoindoline-2-carboxamide ClC1=CC=C(C=C1)C=1C=C2CN(CC2=CC1)C(=O)NC1=CNC2=CC=C(C=C12)F